The molecule is a diketone that is bornane bearing two oxo substituents at positions 2 and 6. It derives from a hydride of a bornane. CC1(C2CC(=O)C1(C(=O)C2)C)C